(R)-5-(8-Methoxy-[1,2,4]triazolo[1,5-a]pyridin-6-yl)-6-methyl-1-(1-neopentylpiperidin-3-yl)-1,3-dihydro-2H-benzo[d]imidazol-2-on COC=1C=2N(C=C(C1)C1=CC3=C(N(C(N3)=O)[C@H]3CN(CCC3)CC(C)(C)C)C=C1C)N=CN2